1-(3-acetyl-2,4,6-trihydroxyphenyl)-4-methylpentan-1-one C(C)(=O)C=1C(=C(C(=CC1O)O)C(CCC(C)C)=O)O